N1C(=NC=C1)C=1C(=NC=CC1)NCC1=C(C(=CC=C1)CO)O 2-(((3-(1H-imidazol-2-yl)pyridin-2-yl)amino)methyl)-6-(hydroxymethyl)phenol